CC1CCC(=NC1)C1=CC2=C(NC=N2)C=C1 5-(5-methyl-3,4,5,6-tetrahydropyridin-2-yl)-1H-Benzo[d]Imidazole